N-(4-methoxyphenyl)glycylmethionine ethyl ester C(C)OC([C@@H](NC(CNC1=CC=C(C=C1)OC)=O)CCSC)=O